tert-butyl methyl((6-(2-((3-(6-(trifluoromethyl)-1H-benzo[d]imidazol-2-yl)phenyl)amino)pyrimidin-5-yl)pyridin-3-yl)methyl)carbamate CN(C(OC(C)(C)C)=O)CC=1C=NC(=CC1)C=1C=NC(=NC1)NC1=CC(=CC=C1)C1=NC2=C(N1)C=C(C=C2)C(F)(F)F